BrC1=CC=2C=3N(C(=NC2C=C1)N(CC1=CC=C(C=C1)OC)CC1=CC=C(C=C1)OC)C=NC3 9-bromo-N,N-bis(4-methoxybenzyl)imidazo[1,5-c]quinazolin-5-amine